((2-(((S)-1-((S)-2-((4-((benzyloxy)carbonyl)phenyl)(4-iodophenyl)carbamoyl)pyrrolidin-1-yl)-3,3-dimethyl-1-oxobutan-2-yl)carbamoyl)benzo[b]thiophen-5-yl)difluoromethyl)phosphonic acid C(C1=CC=CC=C1)OC(=O)C1=CC=C(C=C1)N(C(=O)[C@H]1N(CCC1)C([C@H](C(C)(C)C)NC(=O)C1=CC2=C(S1)C=CC(=C2)C(F)(F)P(O)(O)=O)=O)C2=CC=C(C=C2)I